S(=O)(=O)(C1=CC=C(C)C=C1)C=1C(=C(C(=O)N)C=CC1)C(CC)=O tosyl-propionyl-benzamide